C(CCCCCCCCCCCCCCC)OC[C@@H](OCCCCCCCCCCCCCCCCCC)CO 1-palmityl-2-stearyl-sn-glycerol